(1R,4R)-4-((2-(2,6-dioxopiperidin-3-yl)-1-oxoisoindolin-4-yl)amino)cyclohexane-1-carboxamide O=C1NC(CCC1N1C(C2=CC=CC(=C2C1)NC1CCC(CC1)C(=O)N)=O)=O